ClC1=C(C(=C(C=2CN3[C@@H](COC21)CN(CC3)C(=O)OC(C)(C)C)F)F)I Tert-butyl (12aR)-10-chloro-7,8-difluoro-9-iodo-3,4,12,12a-tetrahydro-6H-pyrazino[2,1-c][1,4]benzoxazepine-2(1H)-carboxylate